1-pentenylphosphonic acid diisobutyl ester C(C(C)C)OP(OCC(C)C)(=O)C=CCCC